ClC1=C(C(=CC=C1F)CO)C=1C=CC=2N(C1)C=C(N2)NC(=O)C2C(C2)F N-(6-(2-chloro-3-fluoro-6-(hydroxymethyl)phenyl)imidazo[1,2-a]pyridin-2-yl)-2-fluorocyclopropane-1-carboxamide